C(C)(=O)O.COC(N)=N O-methyl-isourea acetate